2,3-dimethyl-6-(2-(1-methyl-1H-pyrazol-4-yl)morpholino)-8-(1,4-dioxaspiro[4.5]dec-7-en-8-yl)pyrimido[5,4-d]pyrimidin-4(3H)-one CC=1N(C(C2=C(N1)C(=NC(=N2)N2CC(OCC2)C=2C=NN(C2)C)C2=CCC1(OCCO1)CC2)=O)C